[C@H]12CN(C[C@H](CC1)N2)C=2C1=C(N=C(N2)OCC23N(CC4=CC=CC=C24)CCC3)C(=C(N=C1)C1=CC(=CC3=CC=CC(=C13)C#C)O)F 4-(4-((1R,5S)-3,8-diazabicyclo[3.2.1]octan-3-yl)-2-((2,3-dihydro-1H-pyrrolo[2,1-a]-isoindol-9b(5H)-yl)methoxy)-8-fluoropyrido[4,3-d]pyrimidin-7-yl)-5-ethynylnaphthalen-2-ol